ClC=1C=C2C(=NC=NC2=C(C1)I)N[C@@H](C)C1=NC=NN1C1=CC(=NC=N1)NC(OC)=O methyl N-[6-[5-[(1S)-1-[(6-chloro-8-iodo-quinazolin-4-yl)amino]ethyl]-1,2,4-triazol-1-yl]pyrimidin-4-yl]carbamate